CN1CC(CCC1)COC=1C2=C(N=C(N1)N1CCOCC1)N(CC2)C=2C=NC=NC2 4-(4-((1-methylpiperidin-3-yl)methoxy)-7-(pyrimidin-5-yl)-6,7-dihydro-5H-pyrrolo[2,3-d]pyrimidin-2-yl)morpholine